(S)-2-(2-(2,4-difluoro-6-methoxyphenyl)-2-methylpropanamido)-4-(((S)-3-fluoro-2-methoxypropyl)(4-(5,6,7,8-tetrahydro-1,8-naphthyridin-2-yl)butyl)amino)butanoic acid FC1=C(C(=CC(=C1)F)OC)C(C(=O)N[C@H](C(=O)O)CCN(CCCCC1=NC=2NCCCC2C=C1)C[C@@H](CF)OC)(C)C